5-(3-Cyanophenyl)-2-methyl-N-(3-(2-(4-methylpiperazin-1-yl)propyl)-1,2,4-thiadiazol-5-yl)furan-3-carboxamide C(#N)C=1C=C(C=CC1)C1=CC(=C(O1)C)C(=O)NC1=NC(=NS1)CC(C)N1CCN(CC1)C